C(N)(=O)C1=C(C(=CC(=C1)C#N)C)NC(=O)C=1N(N=C(C1)OCC(F)(F)F)C1CC1 N-(2-carbamoyl-4-cyano-6-methyl-phenyl)-2-cyclopropyl-5-(2,2,2-trifluoroethoxy)pyrazole-3-carboxamide